(Z)-2-(5-chloro-1-(3-(4-chlorophenoxy)benzylidene)-2-methyl-1H-inden-3-yl)acetic acid ClC=1C=C2C(=C(/C(/C2=CC1)=C/C1=CC(=CC=C1)OC1=CC=C(C=C1)Cl)C)CC(=O)O